tert-butyl (S)-(1-cyano-4-methylpentan-2-yl)carbamate C(#N)C[C@H](CC(C)C)NC(OC(C)(C)C)=O